C(C)N(CC(C1=CC=CC=C1)NC(=O)C1=NN2C(C(NC(=C2)C=2C=NC3=CC=CC(=C3C2)C)=O)=C1C(C)C)CCO N-[2-[Ethyl(2-hydroxyethyl)amino]-1-phenylethyl]-3-isopropyl-6-(5-methyl-3-quinolyl)-4-oxo-5H-pyrazolo[1,5-a]pyrazine-2-carboxamide